6-[2-(4-methoxyphenyl)-1H-benzimidazol-5-yl]-5-methyl-4,5-dihydropyridazin-3(2H)-one COC1=CC=C(C=C1)C1=NC2=C(N1)C=CC(=C2)C=2C(CC(NN2)=O)C